1-((6-(1H-1,2,3-triazol-1-yl)pyridin-3-yl)methyl)-4-(1-methylcyclopropyl)-1,4-dihydropyrazine-2,3-dione N1(N=NC=C1)C1=CC=C(C=N1)CN1C(C(N(C=C1)C1(CC1)C)=O)=O